N-((6-chloropyridazin-3-yl)methyl)-N-(3-(trifluoromethyl)phenyl)tetrahydro-2H-thiopyran-4-carboxamide 1,1-dioxide ClC1=CC=C(N=N1)CN(C(=O)C1CCS(CC1)(=O)=O)C1=CC(=CC=C1)C(F)(F)F